2-[(4-{6-[(4-chloro-2-fluorobenzyl)oxy]pyridin-2-yl}piperidin-1-yl)methyl]-1-{[3-(propan-2-yl)-1,2-oxazol-5-yl]methyl}-1H-benzimidazole-6-carboxylic acid ClC1=CC(=C(COC2=CC=CC(=N2)C2CCN(CC2)CC2=NC3=C(N2CC2=CC(=NO2)C(C)C)C=C(C=C3)C(=O)O)C=C1)F